6-chloro-N-(4-methoxy-5-methylsulfanyl-pyrimidin-2-yl)-1H-indole-3-sulfonamide ClC1=CC=C2C(=CNC2=C1)S(=O)(=O)NC1=NC=C(C(=N1)OC)SC